CN1C(OC=2C1=NC=C(C2)B2OC(C(O2)(C)C)(C)C)=O 3-methyl-6-(4,4,5,5-tetramethyl-1,3,2-dioxaborolan-2-yl)[1,3]oxazolo[4,5-b]pyridin-2(3H)-one